CN1N=NC(=C1)C=1C=C(C=CC1)NC(=O)N1C=[N+](C=C1)[O-] ((3-(1-methyl-1H-1,2,3-triazol-4-yl)phenyl)carbamoyl)-1H-imidazole 3-oxide